6-(2-(4-(1-acryloylazetidine-3-carbonyl)piperazin-1-yl)pyrimidin-5-yl)-4-methoxypyrazolo[1,5-a]pyridine-3-carbonitrile C(C=C)(=O)N1CC(C1)C(=O)N1CCN(CC1)C1=NC=C(C=N1)C=1C=C(C=2N(C1)N=CC2C#N)OC